((1r,3r)-3-(3-chloro-4-cyanophenoxy)-2,2,4,4-tetramethylcyclobutyl)-1-oxoisobutanol ClC=1C=C(OC2C(C(C2(C)C)C(C(O)=O)(C)C)(C)C)C=CC1C#N